(S)-Pyrrolidin-2-yl-acetic acid N1[C@@H](CCC1)CC(=O)O